((2-((2-chloro-2'-methyl-3'-(2-(piperidin-1-yl)ethoxy)-[1,1'-biphenyl]-3-yl)methoxy)-4,6-dimethoxypyrimidin-5-yl)methyl)-L-proline ClC1=C(C=CC=C1COC1=NC(=C(C(=N1)OC)CN1[C@@H](CCC1)C(=O)O)OC)C1=C(C(=CC=C1)OCCN1CCCCC1)C